NCC=1C=C(C=CC1)C1=CC(=CC=C1)C=1N=C(SC1)NC(=O)[C@H]1N(CC1)C(=O)C1=CN(C=C1)S(=O)(=O)C (S)-N-(4-(3'-(aminomethyl)-[1,1'-biphenyl]-3-yl)thiazol-2-yl)-1-(1-(methylsulfonyl)-1H-pyrrole-3-carbonyl)azetidine-2-carboxamide